N1=C(C=CC=C1)COC1=CC=C(C=C1)NC=1SC2=C(N1)C=CC(=C2)C(C(=O)N)=CC (2-((4-(pyridin-2-ylmethoxy)phenyl)amino)benzothiazol-6-yl)but-2-enamide